tert-butyl (3R,4R)-3-(4-bromobenzyloxy)-4-(4-(pyridin-3-yl)-1H-1,2,3-triazol-1-yl)pyrrolidine-1-carboxylate BrC1=CC=C(CO[C@@H]2CN(C[C@H]2N2N=NC(=C2)C=2C=NC=CC2)C(=O)OC(C)(C)C)C=C1